N(=[N+]=[N-])C(CC(OCC1=CC=C(C=C1)OC)C1=C(C=CC(=C1)Br)C#CC)C 2-(3-azido-1-((4-methoxybenzyl)oxy)butyl)-4-bromo-1-(prop-1-yn-1-yl)benzene